(2R,3R,4S,5R)-2-{6-{2-{(E)-4-[(4-Fluorobenzyl)oxy]benzylidene}hydrazino}-9H-purin-9-yl}-5-(hydroxymethyl)tetrahydrofuran-3,4-diol FC1=CC=C(COC2=CC=C(\C=N\NC3=C4N=CN(C4=NC=N3)[C@@H]3O[C@@H]([C@H]([C@H]3O)O)CO)C=C2)C=C1